FC1=C(C=CC(=C1)S(=O)(=O)C)C1=NN2C(OCCC2)=C1C(=O)O 2-(2-Fluoro-4-methyl-sulfonylphenyl)-6,7-dihydro-5H-pyrazolo[5,1-b][1,3]oxazine-3-carboxylic acid